N1(N=CN=C1)C1=CC=2N(C=C1)C=CN2 7-[1,2,4]triazol-1-yl-imidazo[1,2-a]pyridine